N-[3-[5-(1,1-difluoro-2-oxo-2-phenylethyl)-2-(difluoromethoxy)phenyl]-1-[(dimethylcarbamoyl)methyl]-1H-pyrazol-4-yl]pyrazolo[1,5-a]pyrimidine-3-carboxamide FC(C(C1=CC=CC=C1)=O)(F)C=1C=CC(=C(C1)C1=NN(C=C1NC(=O)C=1C=NN2C1N=CC=C2)CC(N(C)C)=O)OC(F)F